Cl.N[C@H](C1=CC(=CS1)C(=N)N)C1=CC=CC=C1 (S)-5-(amino(phenyl)methyl)thiophene-3-carboxamidine hydrochloride